C(#N)C=1C=NN2C1C(=CC(=C2)C=2C=NN(C2C)C2CCN(CC2)[C@@H]2CN(CC2)C(=O)OC(C)(C)C)OC tert-Butyl (3S)-3-(4-(4-(3-cyano-4-methoxypyrazolo[1,5-a]pyridin-6-yl)-5-methyl-1H-pyrazol-1-yl)piperidin-1-yl)pyrrolidine-1-carboxylate